N-(1-((5-(trifluoromethyl)pyridin-3-yl)amino)-2,3-dihydro-1H-inden-5-yl)acrylamide tert-butyl-((1-(methylsulfonyl)-1H-pyrazol-3-yl)methyl)carbamate C(C)(C)(C)N(C(O)=O)CC1=NN(C=C1)S(=O)(=O)C.FC(C=1C=C(C=NC1)NC1CCC2=CC(=CC=C12)NC(C=C)=O)(F)F